P(=O)(OC=1C(=NC=C(C1)\C=C\C1=CC=CC=C1)C(C)C)(O)O (E)-2-isopropyl-5-styrylpyridin-3-yl dihydrogen phosphate